1,2-bis(((2SR,5r,8RS)-8-(tert-butyl)-1-oxaspiro[4.5]dec-2-yl)oxy)ethan C(C)(C)(C)C1CCC2(CC[C@H](O2)OCCO[C@H]2OC3(CC2)CCC(CC3)C(C)(C)C)CC1 |r|